tert-butyl (5-((E)-4-(6-((2S)-3-fluoro-2-((tetrahydro-2H-pyran-2-yl)oxy)propoxy)benzo[d]thiazol-2-yl)but-3-en-1-yn-1-yl) pyrazin-2-yl)(methyl)carbamate FC[C@H](COC1=CC2=C(N=C(S2)/C=C/C#CC=2N=CC(=NC2)N(C(OC(C)(C)C)=O)C)C=C1)OC1OCCCC1